(S)-ethyl 3-fluoro-4-nitro-5-((oxetan-2-ylmethyl)amino)benzoate FC=1C=C(C(=O)OCC)C=C(C1[N+](=O)[O-])NC[C@H]1OCC1